C(C)C=1C(=NC=C(C1)C=1N=NN(C1)C)N ethyl-5-(1-methyl-1H-1,2,3-triazol-4-yl)pyridin-2-amine